7-((4-(4-(2-hydroxypropan-2-yl)piperidin-1-yl)phenyl)amino)-2H-benzo[b][1,4]oxazin-3(4H)-on OC(C)(C)C1CCN(CC1)C1=CC=C(C=C1)NC=1C=CC2=C(OCC(N2)=O)C1